4-(2-fluorophenoxy)benzoic acid FC1=C(OC2=CC=C(C(=O)O)C=C2)C=CC=C1